racemic-3a-(3-boronopropyl)hexahydro-pyrrolo[3,4-b]pyrrole-6a(1H)-carboxylic acid B(O)(O)CCCC12C(NCC1)(CNC2)C(=O)O